C1=CC(=CC=2C3=C(NC12)C1=C(O3)C=CC=C1)O 10H-benzofuro[3,2-b]indol-3-ol